[N+](=O)([O-])C1=C(C=CC=C1)C=1C=NOC1 4-(2-nitrophenyl)isoxazole